BrC(C(=O)OC(CSSCC(CCCCCCCCC)OC(C(C)(C)Br)=O)CCCCCCCCC)(C)C bis[2-(2-bromoisobutyryloxy) undecyl] disulfide